ClC=1C=C(C=CC1C1=NC=CC=N1)NC(=O)[C@@H]1C[C@@](C2=C1C=NC=1N2N=C(C1)F)(C)C1=NN(C=C1)C(F)F (6R,8R)-N-(3-chloro-4-(pyrimidin-2-yl)phenyl)-8-(1-(difluoromethyl)-1H-pyrazol-3-yl)-2-fluoro-8-methyl-7,8-dihydro-6H-cyclopenta[e]pyrazolo[1,5-a]pyrimidine-6-carboxamide